dimethylsilyl-tetramethyl-cyclopentadienyl-tert-butylamino-dimethyl-titanium C[SiH](C)C[Ti](C)(NC(C(C)(C)C)(CC)C)C1C=CC=C1